4,4-difluoro-3-(1-methyl-1H-pyrazol-4-yl)piperidine FC1(C(CNCC1)C=1C=NN(C1)C)F